8-Bromo-5-methyl-2-oxo-1,2-dihydroquinazolin BrC=1C=CC(=C2C=NC(NC12)=O)C